C(C)(C)(C)OC(=O)N1CC(C1)CBr 3-(bromomethyl)azetidine-1-carboxylic acid tert-butyl ester